OC(CN(C(CCCC(=O)N(CC(C)O)CC(C)O)=O)CC(C)O)C N,N,N',N'-tetra(2-hydroxypropyl)glutaramide